3-{4-[(6S)-2,3,6,9-tetramethyl-6H-thieno[3,2-f][1,2,4]triazolo[4,3-a][1,4]diazepin-4-yl]phenyl}prop-2-ynoic acid ethyl ester C(C)OC(C#CC1=CC=C(C=C1)C1=N[C@H](C=2N(C3=C1C(=C(S3)C)C)C(=NN2)C)C)=O